Cl.C12(CC(C1)C2)N bicyclo[1.1.1]pentan-1-amine HCl salt